1-(5-Cyclopropyl-3-(trifluoromethyl)pyridin-2-yl)piperazine C1(CC1)C=1C=C(C(=NC1)N1CCNCC1)C(F)(F)F